ClC1=C(C=CC=C1C1=CC=C(C(=N1)OC)CN(C(OC(C)(C)C)=O)C[C@H]1NC(CC1)=O)C1=C(C(=CC=C1)C1=CC2=C(CNCCC2)C=C1)Cl tert-Butyl (S)-((6-(2,2'-dichloro-3'-(2,3,4,5-tetrahydro-1H-benzo[c]azepin-7-yl)-[1,1'-biphenyl]-3-yl)-2-methoxypyridin-3-yl)methyl)((5-oxopyrrolidin-2-yl)methyl)carbamate